2-(azetidin-3-yl)ethan-1-ol N1CC(C1)CCO